ethyl 5-(1-phenylethyl)-4H-1,2,4-triazole-3-carboxylate C1(=CC=CC=C1)C(C)C=1NC(=NN1)C(=O)OCC